thieno[2,3-c]-1,2,5-thiadiazole N1=C2C(=NS1)SC=C2